4-morpholino-2-(3-(m-tolyl)-1H-pyrazol-1-yl)-8,9-dihydro-6H-pyrido[3',2':4,5]imidazo[2,1-c][1,4]oxazine O1CCN(CC1)C1=CC(=NC2=C1N=C1COCCN12)N1N=C(C=C1)C=1C=C(C=CC1)C